BrC1=NN(C2=C1N=C(N=C2N[C@H](CCO)CCC)NC(=O)OC)CC2=CC=C(C=1C=CC=NC21)C(=O)OC methyl (S)-8-((3-bromo-7-((1-hydroxyhexan-3-yl)amino)-5-((methoxycarbonyl)amino)-1H-pyrazolo[4,3-d]pyrimidin-1-yl)methyl)quinoline-5-carboxylate